4-(4-nitro-1H-pyrazol-1-yl)piperidine [N+](=O)([O-])C=1C=NN(C1)C1CCNCC1